BrC=1C=CC(=C(C1)S(=O)(=O)NC=1C(=CC2=C(C(=NO2)C)C1)O)OC 5-bromo-N-(6-hydroxy-3-methylbenzo[d]isoxazol-5-yl)-2-methoxybenzenesulfonamide